FC(C(=O)O)(F)F.FC=1C=C(C=CC1OC)C1=CN=C2N1C=CN=C2NC2=CC(=C(C(=O)N1CCC(CC1)C(=O)N1CC(NCC1)CO)C=C2)C (1-(4-((3-(3-fluoro-4-methoxyphenyl)imidazo[1,2-a]pyrazin-8-yl)amino)-2-methylbenzoyl)piperidin-4-yl)(3-(hydroxymethyl)piperazin-1-yl)methanone 2,2,2-trifluoroacetate